S(N)(OC[C@@H]1[C@H](C[C@@H](C1)NC1=NC=NC=C1C(=O)C=1SC(=C(C1)[C@H]1OCCC2=CC=C(C=C12)C#C)C)O)(=O)=O [(1R,2S,4R)-4-{[5-({4-[(1S)-7-ethynyl-3,4-dihydro-1H-isochromen-1-yl]-5-methyl-2-thienyl}carbonyl)pyrimidin-4-yl]amino}-2-hydroxycyclopentyl]methyl sulfamate